ClC=1C(=C(C(=CC1)C(F)F)C1=CN=CC(=N1)C(=O)NC=1C=NN(C1)C(C)C=1C=NC(=NC1)N1[C@@H](CC1)CN1CC(C1)(C(C)C)O)F 6-(3-Chloro-6-(difluoromethyl)-2-fluorophenyl)-N-(1-(1-(2-((S)-2-((3-hydroxy-3-isopropylazetidin-1-yl)methyl)azetidin-1-yl)pyrimidin-5-yl)ethyl)-1H-pyrazol-4-yl)pyrazine-2-carboxamide